1-(trans-4-(2-(4-(2,3-Dichlorophenyl)piperazin-1-yl)ethyl)cyclohexyl)urea ClC1=C(C=CC=C1Cl)N1CCN(CC1)CC[C@@H]1CC[C@H](CC1)NC(=O)N